4-(3-((5-chloro-2-((2-cyclopropyl-4-(4-methylpiperazin-1-yl)phenyl)amino)pyridin-4-yl)amino)propyl)-1,4-oxazepan-5-one ClC=1C(=CC(=NC1)NC1=C(C=C(C=C1)N1CCN(CC1)C)C1CC1)NCCCN1CCOCCC1=O